N-(2-methoxypyridin-5-yl)-3-nitro-4-[4-(pyrimidin-2-yl)piperazin-1-yl]benzenesulfonamide COC1=NC=C(C=C1)NS(=O)(=O)C1=CC(=C(C=C1)N1CCN(CC1)C1=NC=CC=N1)[N+](=O)[O-]